C(C1=CC=CC=C1)N(OC(COC1=C(C=C(C=C1)Cl)Cl)=O)CC1=CC=CC=C1 N,N-Dibenzyl-O-(2-(2,4-dichlorophenoxy)acetyl)hydroxylamine